OC1=CC=C(C=C1)C(C(F)(F)F)(C(F)(F)F)C1=CC=C(C=C1)O.[K] potassium 2,2-bis(4-hydroxyphenyl)-hexafluoropropane